BrC1=CC(=C(N)C(=C1)C(F)(F)F)C 4-bromo-2-methyl-6-(trifluoromethyl)aniline